Methyl ((4-cyanophenyl)sulfonyl)carbamate C(#N)C1=CC=C(C=C1)S(=O)(=O)NC(OC)=O